4-((1-(4-chloro-2-fluorobenzyl)-4-methyl-1H-pyrazol-3-yl)oxy)piperidine-1-carboxylic acid ClC1=CC(=C(CN2N=C(C(=C2)C)OC2CCN(CC2)C(=O)O)C=C1)F